CC=1SC(=CC1C(=O)N)C1=NC(=NC=C1C(F)(F)F)N[C@@H]1[C@@H](CN(CC1)S(=O)(=O)C=1C=NN(C1)C)C 2-methyl-5-(2-(((3R,4S)-3-methyl-1-((1-methyl-1H-pyrazol-4-yl)sulfonyl)piperidin-4-yl)amino)-5-(trifluoromethyl)pyrimidin-4-yl)thiophene-3-carboxamide